N[C@H](C(=O)O)CC1=CC(=C(C=C1)OP(=O)(O)O)O (S)-2-amino-3-(3-hydroxy-4-(phosphonooxy)phenyl)propionic acid